OC1(C(=O)C2=CC=C(C=C2)O)CC=CC=C1 1,4'-dihydroxybenzophenone